2-(4-chlorophenyl)-N-(1-(4-(2,6-dioxopiperidin-3-yl)-3,5-difluorophenyl)azetidin-3-yl)acetamide ClC1=CC=C(C=C1)CC(=O)NC1CN(C1)C1=CC(=C(C(=C1)F)C1C(NC(CC1)=O)=O)F